N(=[N+]=[N-])CC1=CC=CC(=N1)C(C)C 2-(6-(azidomethyl)pyridin-2-yl)propan